CC1=C(C(=C(C=C1)O)CC1=CC=CC=C1)C dimethylbenzyl-phenol